NC1=CC=CC2=CC=C(C=C12)C=O 1-AMINONAPHTHALENE-7-CARBOXALDEHYDE